ClC1=C(C=C(COC2=CC=C(N)C=C2)C=C1)F 4-((4-Chloro-3-Fluorobenzyl)Oxy)Aniline